2-(2-methoxyethoxy)benzenesulfonamide ((((1r,4r)-4-hydroxy-4-methylcyclohexyl)methyl)amino)-3-nitrobenzoate OC1(CCC(CC1)CNC1=C(C(=O)O)C=CC=C1[N+](=O)[O-])C.COCCOC1=C(C=CC=C1)S(=O)(=O)N